(S)-1-(4-(((3,8-dicyano-4-(neopentylamino)quinolin-6-yl)amino)(6-fluoro-2-methylpyridin-3-yl)methyl)-1H-1,2,3-triazol-1-yl)cyclopropane-1-carboxamide C(#N)C=1C=NC2=C(C=C(C=C2C1NCC(C)(C)C)N[C@H](C=1N=NN(C1)C1(CC1)C(=O)N)C=1C(=NC(=CC1)F)C)C#N